OC1=CC(C2=CC=CC=C2C1=O)=O 3-hydroxy-1,4-naphthoquinone